3-Bromo-1-(3-(difluoromethoxy)phenyl)-5-(2-methylprop-1-en-1-yl)-1H-pyrazole BrC1=NN(C(=C1)C=C(C)C)C1=CC(=CC=C1)OC(F)F